2'-(di-phenylphosphino)-N,N,N',N'-tetramethylbiphenyl-2,6-diamine C1(=CC=CC=C1)P(C1=C(C=CC=C1)C=1C(=CC=CC1N(C)C)N(C)C)C1=CC=CC=C1